C=CC1=CC=C(C=C1)S(=O)(=O)N.[Li] lithium p-styrenesulfonamide